COC(=O)C1(CCC2(C(CC3=CC=CC=C23)CC(COC2=C3C(=NC=C2)C=CS3)CO)CC1)NC1=CC(=CC=C1)Cl (1r,4r)-4-(3-Chloroanilino)-2'-{2-(hydroxymethyl)-3-[(thieno[3,2-b]pyridin-7-yl)oxy]propyl}-2',3'-dihydrospiro[cyclohexane-1,1'-indene]-4-carboxylic acid methyl ester